3-ethyl-4-(4-fluoro-3-(4,5,6,7-tetrahydro-3H-imidazo[4,5-c]pyridin-2-yl)-1H-indazol-6-yl)phenol C(C)C=1C=C(C=CC1C1=CC(=C2C(=NNC2=C1)C1=NC2=C(CNCC2)N1)F)O